4-[3-(Aminomethyl)-3-fluoropyrrolidin-1-yl]-5,6-difluoro-3-(2-methoxypyrimidin-5-yl)-N-methyl-9H-pyrido[2,3-b]indol-8-amin NCC1(CN(CC1)C1=C(C=NC=2NC3=C(C=C(C(=C3C21)F)F)NC)C=2C=NC(=NC2)OC)F